((6aR,9R)-7-methyl-4,6,6a,7,8,9-hexahydroindolo[4,3-fg]quinolin-9-yl)(pyrrolidin-1-yl)methanone hemitartrate C(=O)(O)C(O)C(O)C(=O)O.CN1C[C@@H](C=C2C3=C4C(C[C@@H]12)=CNC4=CC=C3)C(=O)N3CCCC3.CN3C[C@@H](C=C4C1=C2C(C[C@@H]34)=CNC2=CC=C1)C(=O)N1CCCC1